OC1(CC1)C(=O)N1CCC(CC1)CN1N=C2C3=C(CC(C2=C1)C)OC(=C3C(F)(F)F)C(=O)NC[C@H]3OCCC3 2-{[1-(1-hydroxycyclopropane-1-carbonyl)piperidin-4-yl]methyl}-4-methyl-N-{[(2S)-oxolan-2-yl]methyl}-8-(trifluoromethyl)-4,5-dihydro-2H-furo[2,3-g]indazole-7-carboxamide